NC1=CC(=C2N3CCC[C@H]3CC=CC3=CC=C(C([C@](C4=NN=C(C1=N2)O4)(O)C(F)(F)F)=C3)F)C(F)(F)F (6R,15S)-23-Amino-8-fluoro-6,21-bis(trifluoromethyl)-26-oxa-3,4,19,24-tetraazapentacyclo[18.3.1.12,5.17,11.015,19]hexacosa-1(24),2,4,7(25),8,10,12,20,22-nonaen-6-ol